FC=1C=C(C(=O)NC)C=CC1C=1CCNCC1 3-Fluoro-N-methyl-4-(1,2,3,6-tetrahydropyridin-4-yl)benzamide